dimethyl 6-(4-((tert-butoxycarbonyl)(methyl)amino)phenyl)-1,3,3a,4,5,6-hexahydroisobenzofuran-4,5-dicarboxylate C(C)(C)(C)OC(=O)N(C1=CC=C(C=C1)C1C(C(C2COCC2=C1)C(=O)OC)C(=O)OC)C